trinitrogen Azolopyrazole N1=NC=C2C1=CC=N2.[N].[N].[N]